C(CCCCCCCCCC)ON1C(CC(CC1(C)C)OC(OC1CC(N(C(C1)(C)C)OCCCCCCCCCCC)(C)C)=O)(C)C Bis(1-undecanoxy-2,2,6,6-tetramethylpiperidin-4-yl)-carbonate